C(C1=CC=CC=C1)N1CCN(CC1)C12CC(C1)(C2)N 3-(4-benzylpiperazin-1-yl)bicyclo[1.1.1]pentan-1-amine